5-chloro-3-formyl-2-hydroxybenzoic acid ClC=1C=C(C(=C(C(=O)O)C1)O)C=O